[N+](=O)([O-])C1=C(C=CC2=CC=CC=C12)OC=1C=CC=2C(OC(C3=CC=CC1C23)=O)=O 6-((1-nitronaphthalen-2-yl)oxy)-1H,3H-benzo[de]isochromene-1,3-dione